icosanyl fluoroundecyl-sulfonate Heptadecan-9-yl-8-((3-((((1S,4S)-7,7-dimethyl-2-oxobicyclo[2.2.1]heptan-1-yl)methyl)sulfonamido)propyl)(8-oxo-8-(undecan-3-yloxy)octyl)amino)octanoate CCCCCCCCC(CCCCCCCC)OC(CCCCCCCN(CCCCCCCC(OC(CC)CCCCCCCC)=O)CCCNS(=O)(=O)C[C@@]12C(C[C@H](CC1)C2(C)C)=O)=O.FCCCCCCCCCCCS(=O)(=O)OCCCCCCCCCCCCCCCCCCCC